O[C@H]1[C@H]2[C@@H](COC1=O)OC(O2)(C)C (3aR,7S,7aS)-7-hydroxy-2,2-dimethyltetrahydro-6H-[1,3]dioxolo[4,5-c]pyran-6-one